tert-butyl 4-(5-(3'-chloro-5-fluoro-2-methoxy-4'-(3-methyl-2-oxoimidazolidin-1-yl)-[1,1'-biphenyl]-3-yl)-2-ethylpyridin-3-yl)piperazine-1-carboxylate ClC=1C=C(C=CC1N1C(N(CC1)C)=O)C1=C(C(=CC(=C1)F)C=1C=C(C(=NC1)CC)N1CCN(CC1)C(=O)OC(C)(C)C)OC